FC1=C(C=CC2=CC=CC=C12)N1CC2CNCC2C1 2-(1-fluoronaphthalen-2-yl)octahydropyrrolo[3,4-c]pyrrole